tert-Butyl (2S,4R)-2-[5,6-bis(dibenzylamino)pyridin-2-yl]-4-(difluoromethyl)-4-hydroxy-piperidine-1-carboxylate C(C1=CC=CC=C1)N(C=1C=CC(=NC1N(CC1=CC=CC=C1)CC1=CC=CC=C1)[C@H]1N(CC[C@](C1)(O)C(F)F)C(=O)OC(C)(C)C)CC1=CC=CC=C1